ClC=1C(=C2C(N(CN(C2=CC1)C1=C(C=C(C=C1)F)C)C=1C=CC(=NC1)C(=O)N)=O)F 5-(6-chloro-5-fluoro-1-(4-fluoro-2-methylphenyl)-4-oxo-1,4-dihydroquinazolin-3(2H)-yl)picolinamide